(2R,3R,4R,5S)-2-methyl-1-(((R)-1-(4-(trifluoromethyl)thiazol-2-yl)pyrrolidin-3-yl)methyl)piperidine-3,4,5-triol C[C@H]1N(C[C@@H]([C@H]([C@@H]1O)O)O)C[C@@H]1CN(CC1)C=1SC=C(N1)C(F)(F)F